4-(2,3-DIMETHYLPYRIDIN-4-YL)PHENYLPROPIONAT CC1=NC=CC(=C1C)C1=CC=C(C=C1)OC(CC)=O